(R,E)-N-(3-fluoro-4-isopropylbenzylidene)-2-methylpropane-2-sulfinamide FC=1C=C(\C=N\[S@](=O)C(C)(C)C)C=CC1C(C)C